C(C)(C)OC1=C(C#N)C=C(C=C1)C1=NC(=NO1)C1=C2CC[C@@H](C2=CC=C1)N1C(OCC1)=O (S)-2-isopropoxy-5-(3-(1-(2-oxooxazolidin-3-yl)-2,3-dihydro-1H-inden-4-yl)-1,2,4-oxadiazol-5-yl)benzonitrile